N-(2-fluoro-4-methoxybenzyl)-N-methylpentane-1-amine FC1=C(CN(CCCCC)C)C=CC(=C1)OC